methyl (2S)-2-[[(2S)-2-amino-3-cyclopropyl-propanoyl] amino]-3-(2-pyridyl)propanoate N[C@H](C(=O)N[C@H](C(=O)OC)CC1=NC=CC=C1)CC1CC1